4-(4-(4-(1-(bicyclo[1.1.1]pentan-1-ylmethyl)-1H-1,2,3-triazol-4-yl)phenyl)-2-oxopyridin-1(2H)-yl)-2-methyl-2-(methylsulfonyl)-N-((tetrahydro-2H-pyran-2-yl)oxy)butanamide C12(CC(C1)C2)CN2N=NC(=C2)C2=CC=C(C=C2)C2=CC(N(C=C2)CCC(C(=O)NOC2OCCCC2)(S(=O)(=O)C)C)=O